C(C1=CC=CC=C1)N1CCC(CC1)NC1=NC(=NC2=CC(=C(C=C12)OC)C#CCCN(C)C)N1CCCCC1 N-(1-benzylpiperidine-4-yl)-7-(4-(dimethylamino)but-1-yn-1-yl)-6-methoxy-2-(piperidine-1-yl)quinazolin-4-amine